FC=1C(=C(C=CC1F)[C@H]1[C@@H](O[C@]([C@H]1C)(C(F)(F)F)C)C(=O)NC=1C=NC(=C(C1)F)CO)OC (2R,3S,4S,5R)-3-(3,4-difluoro-2-methoxyphenyl)-N-(5-fluoro-6-(hydroxymethyl)pyridin-3-yl)-4,5-dimethyl-5-(trifluoromethyl)tetrahydrofuran-2-carboxamide